BrC=1C(=NC(=NC1)Cl)NC=1C(=NC=CC1)N1C(CCC1)=O 1-(3-((5-bromo-2-chloropyrimidin-4-yl)amino)pyridin-2-yl)pyrrolidin-2-one